(S)-N'-((1,2,3,5,6,7-hexahydro-s-indacen-4-yl)carbamoyl)-3-(2-hydroxypropan-2-yl)benzenesulfonimidamide C1CCC2=C(C=3CCCC3C=C12)NC(=O)N=[S@@](=O)(N)C1=CC(=CC=C1)C(C)(C)O